methyl 5-amino-4-methylbenzoate NC=1C(=CC=C(C(=O)OC)C1)C